(2R,3R,4R,5S)-1-(4-(cyclopropylmethoxy)-2,6-difluorophenethyl)-2-methylpiperidine-3,4,5-triol C1(CC1)COC1=CC(=C(CCN2[C@@H]([C@H]([C@@H]([C@H](C2)O)O)O)C)C(=C1)F)F